FC=1C(=CC(=NC1)OC)C1=CC(=NN1)C(=O)N1C2(CC2)C[C@H](CC1)C(=O)NC1CCC(CC1)(C(F)(F)F)C1=C(C=CC=C1)OC[C@@H](C)OC (S)-4-(5-(5-fluoro-2-methoxypyridin-4-yl)-1H-pyrazole-3-carbonyl)-N-((1R,4S)-4-((R)-2-methoxypropoxyPhenyl)-4-(trifluoromethyl)cyclohexyl)-4-azaspiro[2.5]Octane-7-carboxamide